B1OC=CC2=C1C=CC=C2 benzo[c][1,2]oxaborinine